FC=1C=2N(C=C(C1)C[C@@H]1CC[C@H](CC1)C(=O)O)C=C(N2)C trans-4-[(8-fluoro-2-methyl-imidazo[1,2-a]pyridin-6-yl)methyl]cyclohexanecarboxylic acid